FC1(CCN(CC1)C1=NC(=CC(=N1)OC)C#C[Si](C)(C)C)F 2-(4,4-difluoropiperidin-1-yl)-4-methoxy-6-((Trimethylsilyl)ethynyl)pyrimidine